4,6-dichloro-5-methoxy-pyrimidine ClC1=NC=NC(=C1OC)Cl